(rac)-2-((2'S,3'R,5'R)-6-chloro-3'-(3-chlorophenyl)-1'-(cyclopropylmethyl)-2,6'-dioxospiro[indoline-3,2'-piperidine]-5'-yl)acetic Acid ClC1=CC=C2C(=C1)NC([C@@]21N(C([C@H](C[C@@H]1C1=CC(=CC=C1)Cl)CC(=O)O)=O)CC1CC1)=O |r|